1,1,1,5,5,5-hexafluoro-2,4-pentandion FC(C(CC(C(F)(F)F)=O)=O)(F)F